2-piperidine-carboxylic acid N1C(CCCC1)C(=O)O